5-(1H-pyrrolo[2,3-c]pyridin-7-yl)[1,3]thiazolo[5,4-d][1,3]thiazol-2-amine N1C=CC=2C1=C(N=CC2)C=2SC1=C(N2)SC(=N1)N